COC=1C=C2C(=NC=NC2=CC1OC)OC1=C(C2=CC=CC=C2C=C1)N ((6,7-dimethoxyquinazolin-4-yl)oxy)naphthalen-1-amine